ClC1=C(C=C(C=C1)CN1CCOC2=C(C1=O)C=C(C=C2)OC2=CC(=NC=C2)C=2C=NN(C2)C)F 4-[(4-chloro-3-fluoro-phenyl)methyl]-7-{[2-(1-methylpyrazol-4-yl)-4-pyridyl]oxy}-2,3-dihydro-1,4-benzoxazepin-5-one